6-(1-methyl-1H-pyrrol-3-yl)-3,4-dihydroisoquinoline CN1C=C(C=C1)C=1C=C2CCN=CC2=CC1